1-(hydroxymethyl)-6,7-dihydro-5H-cyclopenta[c]pyridine-4-carbonitrile OCC1=NC=C(C2=C1CCC2)C#N